O=S1(CCN(CC1)C1CCC(CC1)NC1=C2C=C(N(C2=CC=C1)CC(F)(F)F)C#CCNC1=C(C=C(C(=O)NC)C=C1)OC)=O 4-((3-(4-(((1S,4S)-4-(1,1-dioxidothio-morpholino)cyclohexyl)amino)-1-(2,2,2-trifluoro-ethyl)-1H-indol-2-yl)prop-2-yn-1-yl)amino)-3-methoxy-N-methyl-benzamide